ClC1=NC=2N(C(=C1)N1CC(C(C1)(C)C)(F)F)C=CN2 7-chloro-5-(3,3-difluoro-4,4-dimethylpyrrolidin-1-yl)imidazo[1,2-a]pyrimidine